D-glucopyranosyl-mannose 2,5-dioxopyrrolidin-1-yl-N-[1-(2,5-dioxo-2,5-dihydro-1H-pyrrol-1-yl)-27-oxo-3,6,9,12,15,18,21,24-octaoxaheptacosan-27-yl]-L-valyl-L-alaninate O=C1N(C(CC1)=O)N([C@@H](C(C)C)C(=O)N[C@@H](C)C(=O)O)C(CCOCCOCCOCCOCCOCCOCCOCCOCCN1C(C=CC1=O)=O)=O.C1([C@H](O)[C@@H](O)[C@H](O)[C@H](O1)CO)C(=O)[C@@H](O)[C@@H](O)[C@H](O)[C@H](O)CO